[Si]([O-])([O-])([O-])[O-].[Nb+5].[K+] potassium-niobium silicate